magnesium-silicon oxide [Si]=O.[Mg]